4-Chloro-7-bromoquinazoline ClC1=NC=NC2=CC(=CC=C12)Br